3-[4-[3-[2-(4-benzyloxyphenyl)acetyl]oxypropyl]piperazin-1-yl]propyl 2-(4-benzyloxyphenyl)acetate C(C1=CC=CC=C1)OC1=CC=C(C=C1)CC(=O)OCCCN1CCN(CC1)CCCOC(CC1=CC=C(C=C1)OCC1=CC=CC=C1)=O